azepan-2-yl-methanol N1C(CCCCC1)CO